CC1(C(C1CCC)C=1C(CCC1C)=O)C 2-(2,2-Dimethyl-3-propylcyclopropyl)-3-methylcyclopent-2-en-1-one